(4Z)-4-(6-isoquinolylmethylene)-2-[[(3R)-tetrahydropyran-3-yl]amino]-1H-imidazol-5-one C1=NC=CC2=CC(=CC=C12)\C=C\1/N=C(NC1=O)N[C@H]1COCCC1